CC1=NC(=CC2=C1N(C1=CC=CC=C21)CC2=CC(=CC=C2)C)C2=CN=CO2 5-(1-methyl-9-(3-methylbenzyl)-9H-pyrido[3,4-b]indol-3-yl)oxazole